O1CCC(CC1)CN1C2CNC(C1)CC2 5-((tetrahydro-2H-pyran-4-yl)methyl)-2,5-diazabicyclo[2.2.2]Octane